2-decanoylthiopropyl-trimethoxysilane (R)-tert-butyl-(1-azido-3-cyclopropylpropan-2-yl)carbamate C(C)(C)(C)N(C(O)=O)[C@@H](CN=[N+]=[N-])CC1CC1.C(CCCCCCCCC)(=O)SC(C[Si](OC)(OC)OC)C